N-[(1R,3S)-3-{[6-chloro-2-(trifluoromethyl)quinolin-4-yl]amino}cyclohexyl]-1,3-benzothiazole-7-carboxamide ClC=1C=C2C(=CC(=NC2=CC1)C(F)(F)F)N[C@@H]1C[C@@H](CCC1)NC(=O)C1=CC=CC=2N=CSC21